[Si](C)(C)(C(C)(C)C)OCCNC1=C2C=C(C(N(C2=CC=C1)C)=O)C(=O)NC=1SC(=CN1)F 5-[2-[tert-Butyl(dimethyl)silyl]oxyethylamino]-N-(5-fluorothiazol-2-yl)-1-methyl-2-oxo-quinoline-3-carboxamide